N-[8-Hydroxy-2,2-dimethyl-6-[4-[(E)-3-oxo-3-phenylprop-1-enyl]phenoxy]-4,4a,6,7,8,8a-hexahydropyrano[3,2-d][1,3]dioxin-7-yl]acetamide OC1C(C(OC2C1OC(OC2)(C)C)OC2=CC=C(C=C2)\C=C\C(C2=CC=CC=C2)=O)NC(C)=O